2-(3-chloro-4H-thieno[3,2-b]pyrrole-5-carbonyl)-N-(4-hydroxy-3-oxo-1-(2-oxopyrrolidin-3-yl)butan-2-yl)-2-azabicyclo[2.2.2]octane-3-carboxamide ClC1=CSC2=C1NC(=C2)C(=O)N2C1CCC(C2C(=O)NC(CC2C(NCC2)=O)C(CO)=O)CC1